6-chloro-3-(3-cyclopropyl-phenoxy)-N-[2-(2,4-dichlorophenyl)-2-fluoro-ethyl]-2-methyl-pyridine-carboxamide ClC1=CC=C(C(N1)(C(=O)NCC(F)C1=C(C=C(C=C1)Cl)Cl)C)OC1=CC(=CC=C1)C1CC1